SC(C(=O)[O-])(O)C mercaptolactate